2-cyanoethoxy-N,N-diisopropylaminophosphine chloride [Cl-].C(#N)CCOPN(C(C)C)C(C)C